The molecule is a neolignan isolated from the stems of Sinocalamus affinis. It has a role as a plant metabolite. It is a neolignan, a dimethoxybenzene, a primary alcohol, a secondary alcohol, a member of phenols and a furofuran. COC1=CC(=CC(=C1O)OC)[C@H]2[C@@H]3CO[C@H]([C@@H]3CO2)C4=CC(=C(C(=C4)OC)O[C@@H](CO)[C@H](C5=C(C(=CC=C5)O)OC)O)OC